2-hydroxymethyl-1-methylimidazole OCC=1N(C=CN1)C